C(C1=CC=CC=C1)OCC1=NN(C(N1CC)=O)C=1N(C2=CC=C(C=C2C(C1Br)=O)F)C(C)C (3-((Benzyloxy)methyl)-4-ethyl-5-oxo-4,5-dihydro-1H-1,2,4-triazol-1-yl)-3-bromo-6-fluoro-1-isopropylquinolin-4(1H)-one